(azetidin-3-yl)-N-methyl-sulfonamide N1CC(C1)S(=O)(=O)NC